(E)-2-(1-(3-(5-chloro-2-(1H-tetrazol-1-yl)phenyl)acrylamido)-2-phenylethyl)-7-methyl-1H-benzo[d]imidazole-5-carboxylic acid ClC=1C=CC(=C(C1)/C=C/C(=O)NC(CC1=CC=CC=C1)C1=NC2=C(N1)C(=CC(=C2)C(=O)O)C)N2N=NN=C2